6-cyclohexyl-3-(1-hydroxypropan-2-yl)-8-(pyridin-3-yl)pyrido[3,4-d]pyrimidin-4(3H)-one C1(CCCCC1)C1=CC2=C(N=CN(C2=O)C(CO)C)C(=N1)C=1C=NC=CC1